aminooctyl-trimethoxysilane tert-butyl-6-(5,6-diaminopyridin-2-yl)-2,6-diazaspiro[3.3]heptane-2-carboxylate C(C)(C)(C)OC(=O)N1CC2(C1)CN(C2)C2=NC(=C(C=C2)N)N.NCCCCCCCC[Si](OC)(OC)OC